oleyl acetoacetate (oleyl acetoacetate) C(CCCCCCC\C=C/CCCCCCCC)CC(CC(=O)O)=O.C(CC(=O)C)(=O)OCCCCCCCC\C=C/CCCCCCCC